3-(3-((2-(4-(7-((4-(((R)-1-(3-bromophenyl)ethyl)amino)-6-methoxy-2-methyl-quinazolin-7-yl)oxy)heptyl)piperazin-1-yl)-2-oxoethyl)amino)phenyl)piperidine-2,6-dione BrC=1C=C(C=CC1)[C@@H](C)NC1=NC(=NC2=CC(=C(C=C12)OC)OCCCCCCCN1CCN(CC1)C(CNC=1C=C(C=CC1)C1C(NC(CC1)=O)=O)=O)C